3-(1-oxo-5-(((1S,2R)-2-(3-(pyridazin-3-yloxy)azetidin-1-yl)cyclohexyl)oxy)isoindolin-2-yl)piperidine-2,6-dione O=C1N(CC2=CC(=CC=C12)O[C@@H]1[C@@H](CCCC1)N1CC(C1)OC=1N=NC=CC1)C1C(NC(CC1)=O)=O